5-(4-methylpyridin-3-yl)indolin-2-one CC1=C(C=NC=C1)C=1C=C2CC(NC2=CC1)=O